N-((1S)-1-(4,4-Difluorocyclohexyl)-2-oxo-2-((4-(1-((S)-2-oxo-4-(trifluoromethyl)imidazolidin-1-yl)ethyl)pyridin-2-yl)amino)ethyl)-4-methyl-1,2,5-oxadiazole-3-carboxamide FC1(CCC(CC1)[C@@H](C(NC1=NC=CC(=C1)C(C)N1C(N[C@@H](C1)C(F)(F)F)=O)=O)NC(=O)C1=NON=C1C)F